CN1N=C(C(=C1)C(=O)N1CCC2(C(C2)CNC(=O)C2=CC=3C(=CN=CC3)O2)CC1)C N-[[6-(1,3-dimethylpyrazole-4-carbonyl)-6-azaspiro[2.5]octan-2-yl]methyl]furo[2,3-c]pyridine-2-carboxamide